(11Z)-14-bromo-11-tetradecenyl acetate C(C)(=O)OCCCCCCCCCC\C=C/CCBr